N4-[(1R,3S)-3-aminocyclopentyl]-N2,N4-dimethyl-6-(2,2,2-trifluoroethyl)thieno[2,3-d]pyrimidine-2,4-diamine hydrochloride Cl.N[C@@H]1C[C@@H](CC1)N(C=1C2=C(N=C(N1)NC)SC(=C2)CC(F)(F)F)C